2,2,7-trifluoro-6-(2,3,4,6-tetrafluoro-5-vinylphenyl)-2H-benzo[b][1,4]oxazin-3(4H)-one FC1(C(NC2=C(O1)C=C(C(=C2)C2=C(C(=C(C(=C2F)C=C)F)F)F)F)=O)F